NC1=NC(N(C=C1)C1CSC(O1)CO)=O 4-amino-1-(2-hydroxymethyl-1,3-oxathiolan-5-yl)-(1H)-pyrimidin-2-one